trans-spiro[3.3]heptane C1CCC12CCC2